FC=1C=CC(=C(C1)[C@@H](NC(=O)C=1C=C(C=CC1)C1=CC=C(C=C1)N1CCN(CC1)C1CCN(CC1)C)C=1NC2=CC=CC=C2C1)OC (R)-N-((5-fluoro-2-methoxyphenyl)(1H-indole-2-yl)methyl)-4'-(4-(1-methylpiperidine-4-yl)piperazine-1-yl)-[1,1'-biphenyl]-3-carboxamide